NC[C@]1([C@H](CN(C1)S(=O)(=O)C1=NC=C(C=C1)Cl)OC1=CC=C(C#N)C=C1)O 4-(((3s,4s)-4-(aminomethyl)-1-((5-chloropyridin-2-yl)sulfonyl)-4-hydroxypyrrolidin-3-yl)oxy)benzonitrile